5-acetylmethoxyfurfural C(C)(=O)COC1=CC=C(C=O)O1